[N+](=O)([O-])C1=C2C(CC(C2=CC=C1)=O)=O 4-nitro-1H-indene-1,3(2H)-dione